FC(C1=CC=C(CN2CC(CC(C2)C2=CC(=CC=C2)C(F)(F)F)CC(=O)OC)C=C1)(F)F methyl 2-((syn)-1-(4-(trifluoromethyl)benzyl)-5-(3-(trifluoromethyl)phenyl)piperidin-3-yl)acetate